cetylstearyl pelargonate C(CCCCCCCC)(=O)OCCCCCCCCCCCCCCCCCCCCCCCCCCCCCCCCCC